N1=CC=NC2=C1CC=1C=CC=CC12 indenopyrazine